ClC=1C2=C(N=CN1)C(=CN2C)C(=O)OC methyl 4-chloro-5-methyl-5H-pyrrolo[3,2-d]pyrimidine-7-carboxylate